C(C)(C)(C)OC(NC=1C=C2C(=C(NC2=CC1)C1=CC(=NC=C1)C)C(C)C)=O (3-isopropyl-2-(2-methylpyridin-4-yl)-1H-indol-5-yl)carbamic acid tert-butyl ester